ClC=1C(N(C(=C(N1)C)C)C)=O 3-chloro-1,5,6-trimethylpyrazin-2(1H)-one